S(OC1=CC=C(C=C1)OCC1=C(C=C(C=C1)C1=CC(=NC(=C1)C)O)F)(=O)(=O)F 4-((2-fluoro-4-(2-hydroxy-6-methylpyridin-4-yl)benzyl)oxy)phenyl sulfurofluoridate